2'-(difluoromethyl)-6'-(1-methyltriazol-4-yl)-2-(trifluoromethyl)spiro[4,5-dihydrothieno[2,3-c]pyran-7,4'-piperidine] FC(C1NC(CC2(C1)OCCC1=C2SC(=C1)C(F)(F)F)C=1N=NN(C1)C)F